O[C@@H]1CC[C@H](CC1)C1=CC=C(C=C1)O 4-(trans-4-hydroxycyclohexyl)phenol